(E)-2,9-dimethyl-5-(prop-1-en-2-yl)dec-1,3,8-triene CC(=C)\C=C\C(CCC=C(C)C)C(=C)C